The molecule is a 1-acetyl-4-(4-{[2-(2,4-dichlorophenyl)-2-(1H-imidazol-1-ylmethyl)-1,3-dioxolan-4-yl]methoxy}phenyl)piperazine in which the dioxolane ring has R configuration at positions 2 and 4. It is an enantiomer of a (2S,4S)-1-acetyl-4-(4-{[2-(2,4-dichlorophenyl)-2-(1H-imidazol-1-ylmethyl)-1,3-dioxolan-4-yl]methoxy}phenyl)piperazine. CC(=O)N1CCN(CC1)C2=CC=C(C=C2)OC[C@@H]3CO[C@](O3)(CN4C=CN=C4)C5=C(C=C(C=C5)Cl)Cl